NC=1C(NC(N(N1)C1=CC(=C(C(=C1)Cl)OC=1C=C2C3(C(NC2=CC1)=O)CC(C3)(F)F)Cl)=O)=O 6-amino-2-(3,5-dichloro-4-((3,3-difluoro-2'-oxospiro[cyclobutane-1,3'-indoline]-5'-yl)oxy)phenyl)-1,2,4-triazine-3,5(2h,4h)-dione